C1(CC1)C(C#N)(CC1=C(C=C(C=C1)F)F)C 2-cyclopropyl-3-(2,4-difluorophenyl)-2-methylpropanenitrile